vinylmethyl-dichlorosilane C(=C)C[SiH](Cl)Cl